3-oxo-3,4-dihydropyrazine-2-carboxylic acid O=C1C(=NC=CN1)C(=O)O